ethyl 1-(5-{3-[3-(dimethylamino)isoquinolin-5-yl]-7-methyl-1H-indazol-1-yl}pyridin-2-yl)piperidine-4-carboxylate CN(C=1N=CC2=CC=CC(=C2C1)C1=NN(C2=C(C=CC=C12)C)C=1C=CC(=NC1)N1CCC(CC1)C(=O)OCC)C